5-((tert-butyldimethylsilyl)oxy)-6-fluoro-3-iodo-1H-indazole [Si](C)(C)(C(C)(C)C)OC=1C=C2C(=NNC2=CC1F)I